(1-aminocyclopropyl)benzoic acid methyl ester COC(C1=C(C=CC=C1)C1(CC1)N)=O